1-methylpiperazin-2-on CN1C(CNCC1)=O